1-Bromononane BrCCCCCCCCC